2,6-Dichlorobenzyl bromide ClC1=C(CBr)C(=CC=C1)Cl